6-methoxy-1-trityl-1H-pyrazolo[4,3-b]pyridine COC=1C=C2C(=NC1)C=NN2C(C2=CC=CC=C2)(C2=CC=CC=C2)C2=CC=CC=C2